C(C)(=O)N[C@H]1[C@@H](C=C(C[C@@H]1NCC1=NOC(=N1)C=1OC=CC1)C(=O)O)OC(CC)CC (3R,4R,5S)-4-acetylamino-5-(((5-(furan-2-yl)-1,2,4-oxadiazol-3-yl)methyl)amino)-3-(pent-3-yloxy)cyclohex-1-ene-1-carboxylic acid